(E)-4-(naphthalen-1-yl)but-3-en-2-one (Z)-octadec-9-enoate C(CCCCCCC\C=C/CCCCCCCC)(=O)O.C1(=CC=CC2=CC=CC=C12)/C=C/C(C)=O